C(C)(C)(C)C1=CC=C(C=C1)C1C(C=CC=2C3=CC=CC=C3C=CC12)C1=CC=C(C=C1)B1OC(C(O1)(C)C)(C)C 1-(4-tert-butylphenyl)-2-(4-(4,4,5,5-tetramethyl-1,3,2-dioxaborolan-2-yl)phenyl)-1H-phenanthrene